(5R)-cyano-(3S)-Z-propenyl-pyrrolidine-1-carboxylic acid tert-butyl ester C(C)(C)(C)OC(=O)N1C(CCC1)(\C=C/C)C#N